1-bromo-2,3,4,6-tetra-acetyl-alpha-d-glucopyranose BrC1(O)[C@](O)([C@@](O)([C@](O)([C@H](O1)C(O)C(C[2H])=O)C(C[2H])=O)C(C[2H])=O)C(C[2H])=O